FC=1C=C2C(C(=CN3C2=C(C1N1CCN(CC1)C1=NC=NC=C1)OC[C@@H]3C)C(=O)O)=O (S)-9-fluoro-3-methyl-7-oxo-10-(4-(pyrimidin-4-yl)piperazin-1-yl)-2,3-dihydro-7H-[1,4]oxazino[2,3,4-ij]quinoline-6-carboxylic acid